ClC1=CC(=C(C=N1)C(CC)=O)NC1=C(C(=CC=C1)C1=NN(C=N1)C)OC 1-(6-chloro-4-((2-methoxy-3-(1-methyl-1H-1,2,4-triazol-3-yl)phenyl)amino)pyridin-3-yl)propan-1-one